2-chloro-5-(1H-pyrrol-1-yl)pyridine ClC1=NC=C(C=C1)N1C=CC=C1